2-(3-(2-Methyl-3-(pyridin-4-yl)pyrazolo[1,5-a]pyrimidin-7-yl)piperidin-1-yl)-2-phenylethanol CC1=NN2C(N=CC=C2C2CN(CCC2)C(CO)C2=CC=CC=C2)=C1C1=CC=NC=C1